O[C@@H]1C[C@H](NC1)C(=O)OCCCCC(=O)OC(CCCCCCCC)CCCCCCCC [5-(1-octylnonoxy)-5-oxo-pentyl] (2S,4R)-4-hydroxypyrrolidine-2-carboxylate